O1C[C@@H](CCC1)N (3R)-tetrahydropyran-3-amine